4-(6-methyl-1,2,4,5-tetrazine-3-yl)benzoic acid CC1=NN=C(N=N1)C1=CC=C(C(=O)O)C=C1